2-(4-tolyl)-1,1,3,3-tetramethylguanidine C1(=CC=C(C=C1)N=C(N(C)C)N(C)C)C